(E)-5-bromo-2-(((dimethylamino)methylene)amino)-N-(3-fluoro-5-methoxy-2,6-dimethylphenyl)-1-tosyl-1H-pyrrole-3-carboxamide BrC1=CC(=C(N1S(=O)(=O)C1=CC=C(C)C=C1)/N=C/N(C)C)C(=O)NC1=C(C(=CC(=C1C)OC)F)C